1-(6-(3-cyclopropyl-4-(5-methyl-1H-indazol-4-yl)quinolin-2-yl)-2,6-diazaspiro[3.4]octan-2-yl)prop-2-en-1-one benzyl-hept-5-ene-2-carboxylate C(C1=CC=CC=C1)OC(=O)C(C)CCC=CC.C1(CC1)C=1C(=NC2=CC=CC=C2C1C1=C2C=NNC2=CC=C1C)N1CC2(CN(C2)C(C=C)=O)CC1